ClC1=CC(=C(C=C1)C1=NN2C(CN(CC2)C(C=C)=O)=C1C1=C2C(=NC=C1)NC=C2)F 1-[2-(4-chloro-2-fluorophenyl)-3-(1H-pyrrolo[2,3-b]pyridin-4-yl)-6,7-dihydropyrazolo[1,5-a]pyrazin-5(4H)-yl]prop-2-en-1-one